5-(benzyloxy)-2-fluorobenzoic acid C(C1=CC=CC=C1)OC=1C=CC(=C(C(=O)O)C1)F